pyrrolium chloride [Cl-].[NH2+]1C=CC=C1